NCCCCCCCCCCCS(=O)(=O)O 11-amino-1-undecanesulfonic acid